Triphenylene-1,5,9-triamine C1(=CC=CC2=C3C(=CC=CC3=C3C(=CC=CC3=C12)N)N)N